C1(CCCCC1)N(C(C(CC(=O)OCC)C)C)C(=O)OCC ethyl 4-(cyclohexyl(ethoxycarbonyl)amino)-3-methylpentanoate